tert-butyl (12aR)-8-chloro-9-(2-chloro-6-hydroxyphenyl)-10-fluoro-3,4,12,12a-tetrahydro-6H-pyrazino[2,1-c][1,4]benzooxazepine-2(1H)-carboxylate ClC=1C(=C(C2=C(CN3[C@@H](CO2)CN(CC3)C(=O)OC(C)(C)C)C1)F)C1=C(C=CC=C1O)Cl